N1=CC=CC2=CC(=CC=C12)C(C)N1C=NC=2C1=NC(=CN2)C2=CC(=CO2)CO (5-(1-(1-(quinolin-6-yl)ethyl)-1H-imidazo[4,5-b]pyrazin-6-yl)furan-3-yl)methanol